C1(CC1)COC1=C(C=CC(=C1)C(C)(C)O)/C=C/C(=O)NC1=CC=CC=2NC(NC21)=O (E)-3-(2-(Cyclopropylmethoxy)-4-(2-hydroxypropan-2-yl)phenyl)-N-(2-oxo-2,3-dihydro-1H-benzo[d]imidazol-4-yl)acrylamid